2-{4-[(2-Methoxy-4-{6-oxo-2H,4H,5H,6H,7H-pyrazolo[3,4-b]pyridin-4-yl}phenoxy)methyl]-3-(trifluoromethyl)phenyl}acetic acid COC1=C(OCC2=C(C=C(C=C2)CC(=O)O)C(F)(F)F)C=CC(=C1)C1C=2C(NC(C1)=O)=NNC2